N-(1-(1H-indol-3-yl)hexane-2-yl)-6-(6-hydroxy-6-methyl-2-azaspiro[3.3]heptane-2-yl)benzo[b]thiophene-2-carboxamide N1C=C(C2=CC=CC=C12)CC(CCCC)NC(=O)C1=CC2=C(S1)C=C(C=C2)N2CC1(C2)CC(C1)(C)O